C(C)(C)(C)OC(=O)N1CC2=CC(=CC=C2CC1)C=C(C(=O)N(CC)CC)C#N 7-(2-cyano-3-(diethylamino)-3-oxoprop-1-en-1-yl)-3,4-dihydroisoquinoline-2(1H)-carboxylic acid tert-butyl ester